FC(C=1C=C(C=CC1)C1=CC=C(C=C1)[C@H]1[C@@H](C1)C1(CC(C2=CC=CC=C12)N)N)(F)F 1-((trans)-2-(3'-(trifluoromethyl)-[1,1-biphenyl]-4-yl)cyclopropyl)-2,3-dihydro-1H-indene-1,3-diamine